C1(CC1)N(C(CC1=CC=CC(=N1)NC=1SC(=CN1)C(=O)NC1=C(C(=CC=C1C)O)C)=O)CC 2-((6-(2-(Cyclopropyl(ethyl)amino)-2-oxoethyl)pyridin-2-yl)amino)-N-(3-hydroxy-2,6-dimethylphenyl)thiazole-5-carboxamide